FC=1C=C(C=CC1)[C@H](CNC(CCC1CCC(CC1)NC(OC(C)(C)C)=O)(C)C)O tert-butyl (4-(3-(((R)-2-(3-fluorophenyl)-2-hydroxyethyl)amino)-3-methylbutyl)cyclohexyl)carbamate